OC1=C(C=CC=C1)NS(=O)(=O)C1=C(C=CC=C1)[N+](=O)[O-] N-(2-hydroxyphenyl)-2-nitrobenzenesulfonamide